3-((7-(5-methyl-1,2,4-oxadiazol-3-yl)isoquinolin-1-yl)amino)cyclobutanecarboxylic acid CC1=NC(=NO1)C1=CC=C2C=CN=C(C2=C1)NC1CC(C1)C(=O)O